5-(4-(benzyloxy)phenyl)-4H-1,2,4-triazole C(C1=CC=CC=C1)OC1=CC=C(C=C1)C=1NC=NN1